P(=O)(Br)(Br)Br Phosphorus Oxybromide